C(C1=CC=CC=C1)OC(=O)N1CC(CC(C1)C=O)CO[Si](C)(C)C(C)(C)C 3-[[tert-butyl-(dimethyl)silyl]oxymethyl]-5-formyl-piperidine-1-carboxylic acid benzyl ester